C(C)(=O)[O-].C[NH+]1CCC(CC1)CCCC 1-Methyl-4-butylpiperidinium acetat